5-(2,4-Dihydroxybenzylidene)-1-(4-methoxyphenyl)pyrimidine-2,4,6(1H,3H,5H)-trione OC1=C(C=C2C(NC(N(C2=O)C2=CC=C(C=C2)OC)=O)=O)C=CC(=C1)O